p-(1-ethoxy)styrene C(C)OC1=CC=C(C=C)C=C1